COC1=C(C2=C(NC(N2C)=O)C=C1)N1CCC(CC1)N(C(OC(C)(C)C)=O)C tert-butyl N-[1-(5-methoxy-3-methyl-2-oxo-1H-benzimidazol-4-yl)-4-piperidyl]-N-methyl-carbamate